CNC(=O)C=1C=CC2=C(OC[C@@H]3N2CCNC3)N1 |r| (±)-N-Methyl-1,2,3,4,4a,5-hexahydropyrazino[1,2-d]pyrido[2,3-b][1,4]oxazine-8-carboxamide